NC1=CC=C(C=N1)OC=1C=C(C=CC1)NC(=O)NC1=CC(=CC=C1)Br 1-(3-((6-aminopyridin-3-yl)oxy)phenyl)-3-(3-bromophenyl)urea